ClC1=C(C=C(C=C1)NC(NC1CCC=2NC3=CC(=CC=C3C2C1)C(=O)NCCOCCO)=O)C(F)(F)F 3-(3-(4-chloro-3-trifluoromethylphenyl)ureido)-N-(2-(2-hydroxyethoxy)ethyl)-2,3,4,9-tetrahydro-1H-carbazole-7-carboxamide